4-(2-(5-cyclopropyl-3-(2,6-dichlorophenyl)isoxazol-4-yl)-7-azaspiro[3.5]non-1-en-7-yl)benzoic acid C1(CC1)C1=C(C(=NO1)C1=C(C=CC=C1Cl)Cl)C1=CC2(C1)CCN(CC2)C2=CC=C(C(=O)O)C=C2